oxyphenylene sulfone O1C2=C(C=CC=C2)S1(=O)=O